2-(5-Fluoro-1H-benzo[d][1,2,3]triazol-1-yl)-1-((3R,5R,8S,9S,10R,13S,14S,17S)-10-fluoro-3-hydroxy-3,13-dimethylhexadecahydro-1H-cyclopenta[a]phenanthren-17-yl)ethan-1-one FC1=CC2=C(N(N=N2)CC(=O)[C@H]2CC[C@H]3[C@@H]4CC[C@@H]5C[C@](CC[C@@]5([C@H]4CC[C@]23C)F)(C)O)C=C1